2-(3-(1-methyl-1H-pyrazol-4-yl)pyrrolidin-1-yl)quinoline-4-carbonitrile CN1N=CC(=C1)C1CN(CC1)C1=NC2=CC=CC=C2C(=C1)C#N